OCCCC(=O)OCC ethyl hydroxyethylacetate